ClC=1C=C(C(=NC1)C#C[Si](C)(C)C)N1CCOCC1 4-{5-Chloro-2-[2-(trimethylsilyl)-ethynyl]pyridin-3-yl}morpholine